2-bromo-2',5'-dimethoxyacetophenone BrCC(=O)C1=C(C=CC(=C1)OC)OC